4-[2-ethoxyethyl-[4-(5,6,7,8-tetrahydro-1,8-naphthyridin-2-yl)butyl]amino]-2-[[5-fluoro-3-(trifluoromethyl)pyridine-2-carbonyl]amino]butanoic acid C(C)OCCN(CCC(C(=O)O)NC(=O)C1=NC=C(C=C1C(F)(F)F)F)CCCCC1=NC=2NCCCC2C=C1